N-[3-chloro-4-[4-[2-[(3R)-pyrrolidin-3-yl]acetyl]piperazine-1-carbonyl]phenyl]-5-(2,3-difluoro-4-methoxy-phenyl)-1-methyl-imidazole-2-carboxamide ClC=1C=C(C=CC1C(=O)N1CCN(CC1)C(C[C@@H]1CNCC1)=O)NC(=O)C=1N(C(=CN1)C1=C(C(=C(C=C1)OC)F)F)C